trans-N-(4-((4-(2-(4H-1,2,4-triazol-3-yl)pyridin-4-yl)phenyl)thio)cyclohexyl)-5-(trifluoromethyl)pyridin-2-amine N=1N=C(NC1)C1=NC=CC(=C1)C1=CC=C(C=C1)S[C@@H]1CC[C@H](CC1)NC1=NC=C(C=C1)C(F)(F)F